tert-butyl (2S,4S)-4-[2-(2,6-dioxo-3-piperidyl)-1-oxo-isoindolin-5-yl]oxy-2-methyl-piperidine-1-carboxylate O=C1NC(CCC1N1C(C2=CC=C(C=C2C1)O[C@@H]1C[C@@H](N(CC1)C(=O)OC(C)(C)C)C)=O)=O